C(C)OC(=O)C1=NC(=CC=C1C(=O)OCC)C(C)(F)F 6-(1,1-difluoroethyl)pyridine-2,3-dicarboxylic acid diethyl ester